(1S,4r)-4-(3-(((R)-2-(3-Fluorophenyl)-2-hydroxyethyl)amino)-3-methyl-butyl)cyclohexan-1-ol FC=1C=C(C=CC1)[C@H](CNC(CCC1CCC(CC1)O)(C)C)O